CC(=CCCC1=CCCCC1)C 4-(4-methylpent-3-enyl)cyclohex-3-ene